6-amino-N-(3-bromo-2-methylphenyl)nicotinamide NC1=NC=C(C(=O)NC2=C(C(=CC=C2)Br)C)C=C1